2-(5-chloro-2-(2,6-dichloropyridin-4-yl)benzoyl)-N-methylhydrazine-1-thiocarboxamide ClC=1C=CC(=C(C(=O)NNC(NC)=S)C1)C1=CC(=NC(=C1)Cl)Cl